ClC1=CC=C(C=C1)C1CN(CC1)C(=O)[C@@H]1CC[C@H](CO1)NC(OC(C)(C)C)=O tert-butyl ((3R,6S)-6-(3-(4-chlorophenyl)pyrrolidine-1-carbonyl)tetrahydro-2H-pyran-3-yl)carbamate